NC(CNNC(=O)[C@H]1N(CCC1)C(=O)OCC1=CC=CC=C1)=O Benzyl (2S)-2-[[(2-Amino-2-Oxo-Ethyl)Amino]Carbamoyl]Pyrrolidine-1-Carboxylate